(R)-(1,3-dimethyl-azetidin-3-yl)-(4-isopropyl-phenyl)-[1'-(toluene-4-sulfonyl)-1',2',3',4',5',6'-hexahydro-[3,4']bipyridinyl-5-yl]-methanol CN1CC(C1)(C)[C@@](O)(C=1C=C(C=NC1)C1CCN(CC1)S(=O)(=O)C1=CC=C(C)C=C1)C1=CC=C(C=C1)C(C)C